3-[5-(5-chloro-2-methoxypyridin-4-yl)-1H-pyrazole-3-carbonyl]-N-[(3-chlorophenyl)methyl]-3-azabicyclo[4.1.0]heptane-6-carboxamide ClC=1C(=CC(=NC1)OC)C1=CC(=NN1)C(=O)N1CC2CC2(CC1)C(=O)NCC1=CC(=CC=C1)Cl